C(C)(C)(C)OC(CCC(=O)N[C@@H](CC1=CC=C(C=C1)NS(O)(=O)=O)C=1SC=C(N1)CC)=O (S)-4-[2-(4-tert-butoxy-4-oxobutanoylamino)-2-(4-ethylthiazol-2-yl)ethyl]Phenyl-sulfamic acid